CN(C/C=C/C(=O)O)C trans-4-dimethylaminocrotonic acid